C(C1=CC=CC=C1)OC1CC(C1)(OC1=CC=NC=C1)C 4-(3-benzyloxy-1-methyl-cyclobutoxy)pyridine